C(C)(=O)C1=C(C=C(C=C1)NC1=NC=C(C=C1[N+](=O)[O-])[N+](=O)[O-])N1N=C(C=C1C)C#N 1-[2-acetyl-5-[(3,5-dinitro-2-pyridyl)amino]phenyl]-5-methyl-pyrazole-3-carbonitrile